tert-butyl 2'-((5-(4-methylpiperazin-1-yl)pyridin-2-yl)amino)-6'-oxo-6'H-spiro[cyclohexane-1,9'-pyrazino[1',2':1,5]pyrrolo[2,3-d]pyrimidine]-7'(8'H)-carboxylate CN1CCN(CC1)C=1C=CC(=NC1)NC=1N=CC2=C(N1)N1C(=C2)C(N(CC12CCCCC2)C(=O)OC(C)(C)C)=O